1-bromo-4-decyl-2,3,5,6-tetramethylbenzene BrC1=C(C(=C(C(=C1C)C)CCCCCCCCCC)C)C